1,4,7,10-tetra-tert-butyl-perylene C(C)(C)(C)C1=CC=C2C(=CC=C3C4=C(C=CC5=C(C=CC(C1=C23)=C45)C(C)(C)C)C(C)(C)C)C(C)(C)C